C1(CC1)C1CN(CC(O1)C=1C=NN(C1)C1CC1)S(=O)(=O)C1=CC=C(C=C1)C 2-cyclopropyl-6-(1-cyclopropylpyrazol-4-yl)-4-(p-tolylsulfonyl)morpholine